C(C)(C)(C)OC Methyl tert.Butyl ether